N-[(4-bromo-2-methyl-pyrazol-3-yl)methyl]-2-[tert-butyl-(dimethyl)silyl]oxy-ethylamine BrC1=C(N(N=C1)C)CNCCO[Si](C)(C)C(C)(C)C